1-(3-hydroxypropyl)-3-methyl-1H-purine-2,6(3H,7H)-dione OCCCN1C(N(C=2N=CNC2C1=O)C)=O